4-cyclopropyloxy-phenyl-boronic acid C1(CC1)OC1=CC=C(C=C1)B(O)O